COC(C(C)C)C(C(CCC(C(CCC(C)C)OC)C)O)C 3,9-dimethoxy-2,4,8,12-tetramethyltridecan-5-ol